(1R,2S,5S)-3-[(2S,3R)-2-amino-3-phenoxy-butanoyl]-6,6-dimethyl-3-azabicyclo[3.1.0]hexane-2-carboxylic acid N[C@H](C(=O)N1[C@@H]([C@H]2C([C@H]2C1)(C)C)C(=O)O)[C@@H](C)OC1=CC=CC=C1